Ethyl 3-cyclopropyl-6-(4,5-dichloro-2-fluorophenyl)-4-oxo-4,5-dihydropyrazolo[1,5-a]pyrazine-2-carboxylate C1(CC1)C=1C(=NN2C1C(NC(=C2)C2=C(C=C(C(=C2)Cl)Cl)F)=O)C(=O)OCC